1-docosanoyl-2-heptadecanoyl-glycero-3-phosphoserine C(CCCCCCCCCCCCCCCCCCCCC)(=O)OCC(OC(CCCCCCCCCCCCCCCC)=O)COP(=O)(O)OC[C@H](N)C(=O)O